(1-methyl-1H-indazol-5-yl)benzoic acid CN1N=CC2=CC(=CC=C12)C1=C(C(=O)O)C=CC=C1